1-bromo-4-(chloromethyl)-5-fluoro-2-(methoxymethyl)benzene BrC1=C(C=C(C(=C1)F)CCl)COC